C(CCC)N(CCCC)CCCCCCCCCCCCCCCCCC N,N-dibutylstearylamine